(4-methacryloxyphenyl)diphenylsulfonium C(C(=C)C)(=O)OC1=CC=C(C=C1)[S+](C1=CC=CC=C1)C1=CC=CC=C1